benzenephosphonous acid C1(=CC=CC=C1)P(O)O